pentaerythritol bisphosphonate P(O)(O)=O.P(O)(O)=O.OCC(CO)(CO)CO